2-(pent-2-yloxy)imidazo[2,1-f][1,2,4]triazin-4-amine CC(CCC)OC1=NN2C(C(=N1)N)=NC=C2